C(C)(C)(C)C1N(CC12CN(C2)CC2=CC(=C(C=C2)C2=CC=C1C(=CC=NC1=C2)Cl)F)C(=O)OC[C@@H]2[C@H](C[C@@](O2)(N2C(=O)NC(=O)C(C)=C2)C([C@@H](N)CCC(O)=O)=O)O α-glutamyl-thymidine tert-butyl-6-(4-(4-chloroquinolin-7-yl)-3-fluorobenzyl)-2,6-diazaspiro[3.3]heptane-2-carboxylate